C(#N)C=1C=C(CC=2NC(=NN2)C(=O)OCC)C=C(C1)F ethyl 5-(3-cyano-5-fluorobenzyl)-4H-1,2,4-triazole-3-carboxylate